2-{4-[2-Acetylamino-2-(1-biphenyl-4-ylmethyl-2-oxo-azepan-3-ylcarbamoyl)-ethyl]-2-methoxycarbonyl-phenyl}-2-fluoro-malonic acid C(C)(=O)NC(CC1=CC(=C(C=C1)C(C(=O)O)(C(=O)O)F)C(=O)OC)C(NC1C(N(CCCC1)CC1=CC=C(C=C1)C1=CC=CC=C1)=O)=O